C1(C2=CC(C(=O)OCCCCCCO1)=CC=C2)=O hexamethylene isophthalate